N-(2-Hydroxyethyl)-6-(piperazin-1-yl)nicotinamide OCCNC(C1=CN=C(C=C1)N1CCNCC1)=O